ClC1=C(C(=C(C=C1)C=1CCCC2=C(C1C1=CC=C(C=C1)C=C1CN(C1)CCC(F)F)C=CC=C2)C)F 8-(4-Chloro-3-fluoro-2-methylphenyl)-9-(4-((1-(3,3-difluoropropyl)azetidin-3-yliden)methyl)phenyl)-6,7-dihydro-5H-benzo[7]annulen